2-{3-[(4-methanesulfonyl-2-methoxyphenyl)amino]prop-1-yn-1-yl}-N-[(1S,4S)-4-{3-oxa-9-azaspiro[5.5]undecan-9-yl}cyclohexyl]-1-(2,2,2-trifluoroethyl)-1H-indol-4-amine CS(=O)(=O)C1=CC(=C(C=C1)NCC#CC=1N(C=2C=CC=C(C2C1)NC1CCC(CC1)N1CCC2(CCOCC2)CC1)CC(F)(F)F)OC